NCC1CC2(C1)OC(N(C2)[C@@H](C)C=2C=CC=C1C(=C(NC21)C(=O)O)C=2C(=NNC2C)C)=O 7-((S)-1-((2S,4r)-2-(aminomethyl)-6-oxo-5-oxa-7-azaspiro[3.4]oct-7-yl)ethyl)-3-(3,5-dimethyl-1H-pyrazol-4-yl)-1H-indole-2-carboxylic acid